(3R)-3-Amino-1-(morpholin-4-yl)-4-(phenylsulfanyl)butan-1-one N[C@H](CC(=O)N1CCOCC1)CSC1=CC=CC=C1